((4-((2,3-dihydrobenzofuran-5-yl)methoxy)-3-methoxyphenyl)amino)-3-morpholinoquinoxaline-5-carbonitrile O1CCC2=C1C=CC(=C2)COC2=C(C=C(C=C2)NC2=NC=1C=CC=C(C1N=C2N2CCOCC2)C#N)OC